N(=[N+]=[N-])CCCN(N=C(C1=CC=CC=C1)C1=CC=CC=C1)C(=O)N[C@@H](CC(C)C)C(=O)OC(C)(C)C tert-butyl (1-(3-azidopropyl)-2-(diphenylmethylene)hydrazine-1-carbonyl)-L-leucinate